4-[4-fluoro-2-(2,2,2-trifluoroethoxy)phenyl]-2-[5-(trifluoromethyl)pyridin-2-yl]-2,3-dihydro-1H-pyrrolo[3,4-c]pyridin-1-one FC1=CC(=C(C=C1)C1=NC=CC2=C1CN(C2=O)C2=NC=C(C=C2)C(F)(F)F)OCC(F)(F)F